methyl (5-(5-(1-oxo-5-(piperidin-1-yl)-1,3-dihydro-2H-isoindol-2-yl)-1H-benzimidazol-2-yl)phenoxy)acetate O=C1N(CC2=CC(=CC=C12)N1CCCCC1)C1=CC2=C(NC(=N2)C=2C=CC=C(OCC(=O)OC)C2)C=C1